C(C)(C)(C)OC(=O)NC=1SC2=C(N1)C(=CC=C2F)C2=C(C=C1C(=C(C=NC1=C2F)C#N)N2[C@H](CN(CC2)C(=O)OC(C)(C)C)C)Cl tert-butyl (3S)-4-(7-(2-((tert-butoxycarbonyl)amino)-7-fluorobenzo[d]thiazol-4-yl)-6-chloro-3-cyano-8-fluoroquinolin-4-yl)-3-methylpiperazin-1-carboxylate